2-(trimethylsilyl)ethyl (R)-(3-(4-(7,7-difluoro-2-(2-(fluoromethyl)azetidin-1-yl)-6,7-dihydro-5H-cyclopenta[d]pyrimidin-4-yl)phenyl)-1,1-dioxidothietan-3-yl)carbamate FC1(CCC2=C1N=C(N=C2C2=CC=C(C=C2)C2(CS(C2)(=O)=O)NC(OCC[Si](C)(C)C)=O)N2[C@H](CC2)CF)F